(R)-3-((5-chloro-1H-indol-2-yl)methyl)-1-methyl-1-(piperidin-3-yl)urea ClC=1C=C2C=C(NC2=CC1)CNC(N([C@H]1CNCCC1)C)=O